4-((2s,5r)-4-(1-(2,2-difluorobenzo[d][1,3]dioxol-5-yl)ethyl)-5-ethyl-2-methylpiperazin-1-yl)-1-methyl-2-oxo-1,2-dihydropyrido[3,2-d]pyrimidine-6-carbonitrile FC1(OC2=C(O1)C=CC(=C2)C(C)N2C[C@@H](N(C[C@H]2CC)C=2C1=C(N(C(N2)=O)C)C=CC(=N1)C#N)C)F